1-(1-(cyclopropylsulfonyl)azetidin-3-yl)-3-(isoquinolin-4-yl)-2-oxoimidazolidine-4-carbonitrile C1(CC1)S(=O)(=O)N1CC(C1)N1C(N(C(C1)C#N)C1=CN=CC2=CC=CC=C12)=O